7-iodo-N-(4-(morpholinomethyl)phenyl)thieno[3,2-d]pyrimidin-2-amine IC1=CSC2=C1N=C(N=C2)NC2=CC=C(C=C2)CN2CCOCC2